C[SiH](O)C 1,1-dimethyl-silanol